ClC1=CC=C2C(=CNC2=C1N1N=C(C=C1)F)S(=O)(=O)NC1=NC(=C(C(=N1)OC)OC(F)F)OC 6-chloro-N-[5-(difluoromethoxy)-4,6-dimethoxy-pyrimidin-2-yl]-7-(3-fluoropyrazol-1-yl)-1H-indole-3-sulfonic acid amide